1-CYCLOPENTYL-1H-IMIDAZOLE-2-CARBALDEHYDE C1(CCCC1)N1C(=NC=C1)C=O